2-(2-(7'-Chloro-2'-oxospiro[cyclopropane-1,3'-indoline]-5'-yl)-5-methylpiperidin-1-yl)-2-oxoacetic acid ClC=1C=C(C=C2C3(C(NC12)=O)CC3)C3N(CC(CC3)C)C(C(=O)O)=O